C(C)C1=C(NC2=CC=C(C=C12)C1CCN(CC1)C(C)C)C1=C2C(=NC=C1)NN=C2 4-(3-ethyl-5-(1-isopropylpiperidin-4-yl)-1H-indol-2-yl)-1H-pyrazolo[3,4-b]pyridine